Cl.N[C@H](C)C(=O)OC methyl D-alaninate HCl